FC1(CCC(CC1)C1=CC(=NN1C)I)F 5-(4,4-difluorocyclohexyl)-3-iodo-1-methyl-1H-pyrazole